2,2,2-trifluoroethyl 2-[benzyl-[(4-chloro-2-methyl-phenyl)methyl]amino]-2-oxo-acetate 2,2,2-trifluoroethyl-2-chloro-2-oxo-acetate FC(COC(C(=O)Cl)=O)(F)F.C(C1=CC=CC=C1)N(C(C(=O)OCC(F)(F)F)=O)CC1=C(C=C(C=C1)Cl)C